(R)-tert-butyl 1-(4-fluorophenyl)-4a-(4-(trifluoromethyl)picolinoyl)-4a,5,7,8-tetrahydro-1H-pyrazolo[3,4-g]isoquinoline-6(4H)-carboxylate FC1=CC=C(C=C1)N1N=CC2=C1C=C1CCN(C[C@]1(C2)C(C2=NC=CC(=C2)C(F)(F)F)=O)C(=O)OC(C)(C)C